NC1=CC=C(C(=O)NN)C=C1 4-aminobenzoic acid hydrazide